1,3-Dioxoisoindolin-2-yl 2-((1,1,1-trifluoro-2-methylpropan-2-yl)oxy)propanoate FC(C(C)(C)OC(C(=O)ON1C(C2=CC=CC=C2C1=O)=O)C)(F)F